Cl.OC[C@@H]1NCC[C@H]1O (2S,3R)-2-(hydroxymethyl)pyrrolidin-3-ol hydrochloride